BrC=1C=2C(C3=C(NC2N=CC1C=C)CC(CC3=O)(C)C)(C3=CC=CC=C3)C 4-bromo-5,8,8-trimethyl-5-phenyl-3-vinyl-9,10-dihydro-7H-benzo[b][1,8]naphthyridine-6-one